5-((4-methyl-5-(4-(trifluoromethyl)phenyl)oxazol-2-yl)amino)picolinic acid CC=1N=C(OC1C1=CC=C(C=C1)C(F)(F)F)NC=1C=CC(=NC1)C(=O)O